2,3-dihydroisothiazol S1NCC=C1